ClC1=NC(=C(C(=C1)C)C(F)(F)F)Cl 2,6-Dichloro-4-methyl-5-(trifluoromethyl)pyridine